FC=1C=CC(=C2C=NNC12)C1=C(C(NC2=C3C=CC=NC3=C(C=C12)OC(F)(F)F)=O)[N+]1=CC=CC=C1 4-(7-fluoro-1H-indazol-4-yl)-3-pyridin-1-ium-1-yl-6-(trifluoromethoxy)-1H-1,7-phenanthroline-2-one